Diethyl 4-(2,2,2-trifluoroethyl)-1H-pyrazole-3,5-dicarboxylate FC(CC=1C(=NNC1C(=O)OCC)C(=O)OCC)(F)F